3,9-bis(2-hydroxy-1,1-diethylethyl)-2,4,8,10-tetraoxaspiro(5.5)undecane OCC(CC)(CC)C1OCC2(CO1)COC(OC2)C(CO)(CC)CC